CC1C(NCCN1)=O 3-Methylpiperazin-2-one